(5Z)-5-[[1-(2-chlorophenyl)pyrazol-4-yl]methylene]-3-methyl-2-thioxo-thiazolidin-4-one ClC1=C(C=CC=C1)N1N=CC(=C1)\C=C/1\C(N(C(S1)=S)C)=O